(4R)-2-{[(2S)-1,4-dioxan-2-yl]methyl}-4-methyl-N-[(2-methylpyrimidin-5-yl)methyl]-8-(trifluoromethyl)-4,5-dihydro-2H-furo[2,3-g]indazole-7-carboxamide O1[C@H](COCC1)CN1N=C2C3=C(C[C@H](C2=C1)C)OC(=C3C(F)(F)F)C(=O)NCC=3C=NC(=NC3)C